4-(hexylcarbamoyl)-2-((4,7,10-tris(carboxymethyl)-1,4,7,10-tetraazacyclododecan-1-yl)methyl)pyridine 1-oxide C(CCCCC)NC(=O)C1=CC(=[N+](C=C1)[O-])CN1CCN(CCN(CCN(CC1)CC(=O)O)CC(=O)O)CC(=O)O